2-(Azidodifluoromethyl)-5,6-dihydro-4H-1,3-oxazine N(=[N+]=[N-])C(C=1OCCCN1)(F)F